Cyclopropyl-2-methylpropanoic acid methyl ester COC(C(C)(C)C1CC1)=O